C(C)(C)(C)OC(=O)N1CCC2(CC1)CCN(CC2)CC2CCN(CC2)C2=CC=C1C(=NN(C1=C2F)C)C2C(NC(CC2)=O)=O tert-butyl-9-((1-(3-(2,6-dioxopiperidin-3-yl)-7-fluoro-1-methyl-1H-indazol-6-yl)piperidin-4-yl)methyl)-3,9-diazaspiro[5.5]undecane-3-carboxylate